1-(6-ethynyl-1H-indol-3-yl)-N,N-dimethylamine C(#C)C1=CC=C2C(=CNC2=C1)CNC